C(C)(C)(C)[Si](C)(C)OCC=1SC(=CN1)F tert-butyl-[(5-fluorothiazol-2-yl)methoxy]-dimethyl-silane